NC=1N=C(C=C2C=C(N=CC12)NC(=O)C1C2CN(CC12)CCOC)C=1C=NC=CC1C exo-N-[8-amino-6-(4-methyl-3-pyridyl)-2,7-naphthyridin-3-yl]-3-(2-methoxyethyl)-3-azabicyclo[3.1.0]Hexane-6-carboxamide